1-(1-(6-chloro-1-(3-(methylsulfonyl)phenyl)-1H-indazol-3-yl)ethyl)-3-methyl-1H-pyrazolo[3,4-d]pyrimidin-4-amine ClC1=CC=C2C(=NN(C2=C1)C1=CC(=CC=C1)S(=O)(=O)C)C(C)N1N=C(C=2C1=NC=NC2N)C